4-[5-chloro-6-oxo-4-[[(3S)-tetrahydropyran-3-yl]methylamino]pyridazin-1-yl]-N-phenyl-piperidine-1-sulfonamide ClC1=C(C=NN(C1=O)C1CCN(CC1)S(=O)(=O)NC1=CC=CC=C1)NC[C@H]1COCCC1